4-(4-((1R,5S)-3,8-diazabicyclo[3.2.1]octan-3-yl)-8-fluoro-2-((2-(2-fluoroethyl)-2-azabicyclo[2.2.1]heptan-3-yl)methoxy)pyrido[4,3-d]pyrimidin-7-yl)naphthalen-2-ol [C@H]12CN(C[C@H](CC1)N2)C=2C1=C(N=C(N2)OCC2N(C3CCC2C3)CCF)C(=C(N=C1)C1=CC(=CC3=CC=CC=C13)O)F